C(CCC)N(C(=O)CCC)CCCC N,N-dibutyl-propyl-formamide